C(C=C)OC1=CC(=CC=C1)OCC=C 1,3-bis-allyloxybenzene